C(C)C=1N=CN(C1)C1=CCC2C3CC=C4C[C@H](CC[C@@]4(C3CC[C@]12C)C)NC(C1=CC=NC=C1)=O N-((3S,10R,13S)-17-(4-Ethyl-1H-imidazol-1-yl)-10,13-dimethyl-2,3,4,7,8,9,10,11,12,13,14,15-dodecahydro-1H-cyclopenta[a]phenanthren-3-yl)isonicotinamide